O1N=CCCC=C1 4,5-Dihydro-1,2-oxazepin